9-(4-chloro-2-fluoro-phenyl)-7-[(2R,4S)-2-[6-keto-1-(2,2,2-trifluoroethyl)-3-pyridyl]tetrahydropyran-4-yl]-2,3-dimethyl-pyrimido[1,2-b]pyridazin-4-one ClC1=CC(=C(C=C1)C=1C=2N(N=C(C1)[C@@H]1C[C@@H](OCC1)C1=CN(C(C=C1)=O)CC(F)(F)F)C(C(=C(N2)C)C)=O)F